barium melissic acid C(CCCCCCCCCCCCCCCCCCCCCCCCCCCCC)(=O)O.[Ba]